FC1=CC2=C(SCC(N2CCC(=O)O)=O)C=C1F 3-(6,7-difluoro-3-oxo-2,3-dihydro-4H-benzo[b][1,4]thiazin-4-yl)propanoic acid